CC1=C(SC2=C1C=CC(=C2Cl)O)N(CC2=CC=C(C=C2)F)C(C)=O Methyl-2-[acetyl(4-fluorobenzyl)amino]-7-chloro-6-hydroxy-1-benzothiophene